N-γ-linolenoyl-sarcosine C(CCCC\C=C/C\C=C/C\C=C/CCCCC)(=O)N(C)CC(=O)O